C(C)C1N(CC2NS(C=3C(NCC21)=C(N(C3)C)C(NC3=CC(=C(C=C3)F)C)=O)(=O)=O)C(=O)[O-] cis-Ethyl-8-((4-fluoro-3-methylphenyl)carbamoyl)-7-methyl-3a,4,7,9,10,10a-hexahydro-1H-dipyrrolo[3,4-c:3',4'-g][1,2,6]thiadiazocin-2(3H)-carboxylat-5,5-dioxid